C(C(=C)C)(=O)OCCOC(C[NH+](C)C)=O [2-(methacryloyloxy) ethyl](dimethylammonio)acetate